CC=1C=CC(=NC1)N1C(C2=CC=CC=C2C1=O)=O 2-(5-methyl-pyridine-2-yl)isoindoline-1,3-dione